C1(CC1)C1=C(C(=NO1)C1=C(C=CC=C1Cl)Cl)C1=CC2(C1)CCN(CC2)C=2C=CC=1N(C2)C(=NC1)C(F)(F)F 6-(2-(5-Cyclopropyl-3-(2,6-dichlorophenyl)isoxazol-4-yl)-7-azaspiro[3.5]non-1-en-7-yl)-3-(trifluoromethyl)imidazo[1,5-a]pyridin